FC=1C=C(C=C(C1)OCC(C)C)C1=CC=C(C(=N1)N1C(C[C@@H](C1)C)(C)C)C(=O)NS(=O)(=O)N1CC(C1)(C)O 6-(3-Fluoro-5-isobutoxyphenyl)-N-(3-hydroxy-3-methyl-azetidin-1-yl)sulfonyl-2-[(4S)-2,2,4-trimethylpyrrolidin-1-yl]pyridin-3-carboxamid